2-(2,6-dioxopiperidin-3-yl)-5-((3-(cis-3-(5-methyl-4-(quinoxalin-2-yl)-1H-pyrazol-1-yl)cyclobutyl)propyl)amino)isoindoline-1,3-dione O=C1NC(CCC1N1C(C2=CC=C(C=C2C1=O)NCCC[C@@H]1C[C@@H](C1)N1N=CC(=C1C)C1=NC2=CC=CC=C2N=C1)=O)=O